[Si](C1=CC=CC=C1)(C1=CC=CC=C1)(C(C)(C)C)OC1CCN(CC1)C(=O)N1CC2=CC=C(C=C2CC1)Cl 2-(4-((tert-butyldiphenylsilyl)oxy)piperidine-1-carbonyl)-6-chloro-1,2,3,4-tetrahydroisoquinoline